N1=C(C=CC=C1)SSC1=NC=CC=C1 1,2-di(pyridin-2-yl)disulfane